[IH2+].FN1CC=CC2=C(C=CC=C12)C(C)C 1-fluoro-5-isopropylquinoline iodonium salt